5-Amino-3-(4-(2-((5-(3-chlorophenyl)isoxazol-3-yl)amino)-2-oxoethyl)phenyl)-1-isopropyl-1H-pyrazole-4-carboxamide NC1=C(C(=NN1C(C)C)C1=CC=C(C=C1)CC(=O)NC1=NOC(=C1)C1=CC(=CC=C1)Cl)C(=O)N